CC(CN)CO 2-amino-methyl-1-propanol